C(C)(C)OC(C(C(=O)OC(C)C)C(NC1=CC=C(C=C1)S(NC1=NSC(=C1)C)(=O)=O)C1=CC=C(C=C1)Br)=O 2-((4-bromophenyl)((4-(N-(5-methylisothiazol-3-yl)sulfamoyl)phenyl)amino)methyl)malonic acid diisopropyl ester